(4R)-4-[(4R)-4-ethyl-2-imino-4-methyl-6-oxo-hexahydropyrimidin-1-yl]-N-(6-fluoro-3-hydroxy-chroman-4-yl)chromane-6-carboxamide C(C)[C@]1(NC(N(C(C1)=O)[C@@H]1CCOC2=CC=C(C=C12)C(=O)NC1C(COC2=CC=C(C=C12)F)O)=N)C